COCCN(C=1C2=C(N=C(N1)C1=NC=CC=C1)SC(=C2)C2=CC=CC=C2)CCOC N,N-bis(2-methoxyethyl)-6-phenyl-2-(pyridin-2-yl)thieno[2,3-d]pyrimidin-4-amine